C(C(=C)C)(=O)OC1=CC=C2C=CC=C3C4=CC=CC5=CC=CC(C1=C23)=C45 perylenyl methacrylate